2,5-dimethyl-2,5-di(t-Butyl-peroxy)hexene CC(C)(C=CC(C)(OOC(C)(C)C)C)OOC(C)(C)C